ethyl ((4-(tert-butyl)phenoxy)(4-nitrophenoxy)phosphoryl)-L-alaninate C(C)(C)(C)C1=CC=C(OP(=O)(OC2=CC=C(C=C2)[N+](=O)[O-])N[C@@H](C)C(=O)OCC)C=C1